[Na+].S(=O)(=O)([O-])CCCSSCCCS(=O)(=O)[O-].[Na+] bis-(3-sulfopropyl) disulphide sodium salt